FC1=CC=C(C=C1)N1C(=NC=2C=NC=3C=CC(=CC3C21)C2=CC=C(C=C2)F)C 1,8-bis(4-fluorophenyl)-2-methyl-1H-imidazo[4,5-c]quinoline